4-sulfo-2,3,6-trimethylphenol S(=O)(=O)(O)C1=C(C(=C(C(=C1)C)O)C)C